tert-butyl 3-methyl-6-(4-methylsulfonylphenyl)-3,4-dihydro-2H-pyridine-1-carboxylate CC1CN(C(=CC1)C1=CC=C(C=C1)S(=O)(=O)C)C(=O)OC(C)(C)C